C(C)C1C2=C(C(OC1)CN)SC=C2 (4-ethyl-4,7-dihydro-5H-thieno[2,3-c]pyran-7-yl)methylamine